Cl.ONC(C1=C(C=CC=C1)OC)=O N-hydroxy-2-methoxybenzamide hydrochloride